[Sn+4].[O-]P([O-])(=O)OP(=O)([O-])[O-] pyrophosphate tin